N[C@@]1(C([C@](CCC1)([2H])O)=O)C1=CC=C(C=C1)C(F)(F)F (2R,6R)-2-amino-6-hydroxy-6-deutero-2-(4-(trifluoromethyl)phenyl)cyclohexan-1-one